NC=1N=C2CCC(N(C2=CC1)C(C)C1=CC(=CC=C1)Cl)=O 6-amino-1-(1-(3-chlorophenyl)ethyl)-3,4-dihydro-1,5-naphthyridin-2(1H)-one